NC1=NC=C(C=C1C=1C=C2CCNC(C2=CC1F)=O)B1OC(C(O1)(C)C)(C)C 6-(2-amino-5-(4,4,5,5-tetramethyl-1,3,2-dioxaborolan-2-yl)pyridin-3-yl)-7-fluoro-3,4-dihydroisoquinolin-1(2H)-one